C(C)(=O)N1C(CCC1C)C(=O)NC(C1=CC=CC=C1)C1=CC(=C(C=C1)C1CC1)F 1-acetyl-N-[(4-cyclopropyl-3-fluorophenyl)(phenyl)methyl]-5-methylpyrrolidine-2-carboxamide